[N+](=O)([O-])C=1C=NC=CC1C1=CC=C(C#N)C=C1 4-(3-nitropyridin-4-yl)benzonitrile